CCCC(CCCCCCCCCC(CCCCC)O)O nonadecane-4,14-diol